(2s,3s)-N-[[2-methoxy-5-(trifluoromethoxy)phenyl]methyl]-2-phenylpiperidin-3-amine COC1=C(C=C(C=C1)OC(F)(F)F)CN[C@@H]1[C@@H](NCCC1)C1=CC=CC=C1